FC1(CC(C1)CN1N=C(C(=C1C(=O)NC1=CC(=NC=C1)S(=O)(=O)C)C(F)(F)F)C(C(F)F)C)F 1-((3,3-difluorocyclobutyl)methyl)-3-(1,1-difluoropropan-2-yl)-N-(2-(methylsulfonyl)pyridin-4-yl)-4-(trifluoromethyl)-1H-pyrazole-5-carboxamide